4-amino-2-butoxy-7-(4-(pyrrolidin-1-ylmethyl)benzyl)-5H-pyrrolo[3,2-d]pyrimidin-6-carbonitrile NC=1C2=C(N=C(N1)OCCCC)C(=C(N2)C#N)CC2=CC=C(C=C2)CN2CCCC2